C(C)(C)N1C=C(C=CC1=O)C=1C=NC=C(C1)C=1C=C2CCC(N(C2=NC1)C)=O 6-(1'-isopropyl-6'-oxo-1',6'-dihydro-[3,3'-bipyridin]-5-yl)-1-methyl-3,4-dihydro-1,8-naphthyridin-2(1H)-one